[In].[Ga] Gallium-indium